[Si](C)(C)(C(C)(C)C)OC=1C=C(COC2=C(C#N)C=CC=C2)C=CC1 ((3-((tert-butyldimethylsilyl)oxy)benzyl)oxy)benzonitrile